1-(1H-indol-5-yl)-9H-pyrido[3,4-b]indole-3-carboxylic acid N1C=CC2=CC(=CC=C12)C1=NC(=CC2=C1NC1=CC=CC=C21)C(=O)O